4-(Diethylamino)butanoyl chloride hydrochloride Cl.C(C)N(CCCC(=O)Cl)CC